6-methoxy-5-nitro-isoindolin-1-one COC1=C(C=C2CNC(C2=C1)=O)[N+](=O)[O-]